1,5,9,13-tetraazahexadecane NCCCNCCCNCCCNCCC